(6-(hydroxymethyl)quinoline-4-carbonyl)glycine tert-butyl ester C(C)(C)(C)OC(CNC(=O)C1=CC=NC2=CC=C(C=C12)CO)=O